1,2-ethylene adipate sebacate C(CCCCCCCCC(=O)O)(=O)O.C1(CCCCC(=O)OCCO1)=O